FC=1C2=C(N3C1CN(CC3)C(CCOCCC)=O)OC=C2C(F)(F)F 1-(3-(4-fluoro-3-(trifluoromethyl)-7,8-dihydrofuro[3',2':4,5]pyrrolo[1,2-a]pyrazin-6(5H)-yl)-3-oxopropoxy)propan